3-ethyl-5,5-dimethyl-pyrrolidin-2-one C(C)C1C(NC(C1)(C)C)=O